1-((2-(4-(2-hydroxyethyl)-piperazin-1-yl)pyrimidin-5-yl)methyl)-3-(4-(2-(4-methoxyphenyl)propan-2-yl)thiazol-2-yl)urea OCCN1CCN(CC1)C1=NC=C(C=N1)CNC(=O)NC=1SC=C(N1)C(C)(C)C1=CC=C(C=C1)OC